O[C@@H]1C[C@H](N(C1)C(=O)OCC1C2=CC=CC=C2C=2C=CC=CC12)C(=O)OC 1-((9H-fluoren-9-yl)methyl) 2-methyl (2S,4R)-4-hydroxypyrrolidine-1,2-dicarboxylate